CC([C@@H](C(=O)O)CNC(=O)C=1N(C=CC=CC1)C(C1=CC=CC=C1)(C1=CC=CC=C1)C1=CC=CC=C1)C (R)-3-methyl-2-(((S)-1-tritylazepine-2-carboxamido)methyl)butanoic acid